1-tert-butyl 4-[4-[3-cyano-4-[6-[4-[2-(5-fluoro-2-pyridyl)acetyl]piperazin-1-yl]-3-pyridyl]pyrazolo[1,5-a]pyridin-6-yl]phenyl]piperazine-1-carboxylate C(#N)C=1C=NN2C1C(=CC(=C2)C2=CC=C(C=C2)N2CCN(CC2)C(=O)OC(C)(C)C)C=2C=NC(=CC2)N2CCN(CC2)C(CC2=NC=C(C=C2)F)=O